S(O)(O)(=O)=O.C(CCC)(=O)NC=1C=C2C=3CC(CCC3NC2=CC1)CNCCCC 6-(butyroyl)amino-3-(butyl)aminomethyl-1,2,3,4-tetrahydro-9H-carbazole bisulfate